FC=1C=C(C=CC1)NN=CC=O 2-(2-(3-fluorophenyl)hydrazono)acetaldehyde